(6-(methyl(7H-pyrrolo[2,3-d]pyrimidin-4-yl)amino)-2-azaspiro[3.3]heptan-2-yl)(6-methylpyrazin-2-yl)methanone CN(C1CC2(CN(C2)C(=O)C2=NC(=CN=C2)C)C1)C=1C2=C(N=CN1)NC=C2